C(#N)C1(CC1)C(=O)NC=1N=CC(=NC1)C=1N=NN(C1NC(O[C@H](C)C=1C(=NC=C(C1)F)F)=O)C (R)-1-(2,5-difluoropyridin-3-yl)ethyl (4-(5-(1-cyanocyclopropane-1-carboxamido)pyrazin-2-yl)-1-methyl-1H-1,2,3-triazol-5-yl)carbamate